FC=1C=C(COC2=NC(N3C(N4COCCC4C3)=C2)=O)C=C(C1)F 3-((3,5-difluorobenzyl)oxy)-8,9,9a,10-tetrahydropyrimido[6',1':2,3]imidazo[1,5-c][1,3]oxazin-1(6H)-one